2-(methylsulfanyl)-1-(2-(4-(thiophen-3-yl)-1H-imidazol-2-yl)piperidin-1-yl)propan-1-one CSC(C(=O)N1C(CCCC1)C=1NC=C(N1)C1=CSC=C1)C